COC1=CC(=CC(=C1OC)OC)CCC(=O)O The molecule is a monocarboxylic acid consisting of propionic acid having a 3,4,5-trimethoxyphenyl substituent at the 3-position. It derives from a propionic acid. It is a conjugate acid of a 3,4,5-trimethoxydihydrocinnamate.